perfluoro nonenyl-phenyl ether C(=CCCCCCCC)C1=C(C=CC=C1)OF